C(S(=O)(=O)OC=C)S(=O)(=O)[O-] vinyl methanedisulfonate